C(C1=CC=CC=C1)=C1CNCC(C1=O)=CC1=CC=CC=C1 3,5-bis(benzylidene)-4-piperidone